NC=1C=C(C(=NC1)C1=C(C=2N=CN=C(C2N1C1=CC(=C(C=C1)O)F)NCC1=CC=C(C=C1)OC)C)C 4-[6-(5-amino-3-methylpyridin-2-yl)-4-{[(4-methoxyphenyl)methyl]amino}-7-methyl-5H-pyrrolo[3,2-d]pyrimidin-5-yl]-2-fluorophenol